BrC1=NC=NS1 5-bromo-1,2,4-thiadiazole